C(C)(=O)OC\C=C(\C(=O)NCCCCNC(C1=CC(=C(C=C1)C)C)=O)/C (E)-4-((4-(3,4-dimethylbenzamido)butyl)amino)-3-methyl-4-oxobut-2-en-1-yl acetate